spiro[9H-xanthen-9,1'(3'H)-isobenzofuran]-3'-one C12(OC(C3=CC=CC=C13)=O)C1=CC=CC=C1OC=1C=CC=CC12